magnesium dodecylbenzenesulfonate ammonium dodecylbenzenesulfonate C(CCCCCCCCCCC)OS(=O)(=O)C1=CC=CC=C1.[NH4+].C(CCCCCCCCCCC)OS(=O)(=O)C1=CC=CC=C1.[Mg+2]